FC(C(C)(C)O)(F)C=1C(=C(C=CC1)[C@@H](C)NC1=NC(=NC2=CC3=C(C=C12)C(C(N3C)=O)(C(=O)OCC)C)C)F ethyl 4-(((R)-1-(3-(1,1-difluoro-2-hydroxy-2-methylpropyl)-2-fluorophenyl) ethyl) amino)-2,6,8-trimethyl-7-oxo-7,8-dihydro-6H-pyrrolo[3,2-g]quinazoline-6-carboxylate